BrC=1C=NN2C1N=C(N=C2NCC2=NN=C(N2)C2=CC(=C(C=C2)F)F)N2CCOCC2 8-bromo-N-{[5-(3,4-difluorophenyl)-4H-1,2,4-triazol-3-yl]methyl}-2-(morpholin-4-yl)pyrazolo[1,5-a][1,3,5]triazin-4-amine